2-fluoro-N-(4-((2-(2-fluorophenyl)pyridin-4-yl)amino)-7-(4-methylpiperazin-1-yl)quinazolin-6-yl)acrylamide FC(C(=O)NC=1C=C2C(=NC=NC2=CC1N1CCN(CC1)C)NC1=CC(=NC=C1)C1=C(C=CC=C1)F)=C